O=S1(N=C2N(CC1)C=CC=C2C2=CC=C(OC1CCC(CC1)=O)C=C2)=O 4-[4-(2,2-dioxido-3,4-dihydropyrido[2,1-c][1,2,4]thiadiazin-9-yl)phenoxy]cyclohexanone